4-(1-methyl-7-methylsulfonyl-2-oxo-4H-pyrimido[4,5-d]pyrimidin-3-yl)-3,4-dihydro-2H-quinoline-1-carboxylic acid tert-butyl ester C(C)(C)(C)OC(=O)N1CCC(C2=CC=CC=C12)N1C(N(C2=NC(=NC=C2C1)S(=O)(=O)C)C)=O